ClC1=CC=C(OC=2C=C(C=C(C2)OC)NC(=O)C2=CC3=C(S2)C=CC(=C3)C(C)(C)S(=O)(=O)C)C=C1 N-(3-(4-Chlorophenoxy)-5-methoxyphenyl)-5-(2-(methylsulfonyl)propan-2-yl)benzo[b]thiophen-2-carboxamid